FC(C=1N=CC=2N(C1)C(=CN2)C2=NC=CC(=N2)N2CC(CC2)C=2C(=NNC2)CO)(F)F (4-(1-(2-(6-(Trifluoromethyl)imidazo[1,2-a]pyrazin-3-yl)pyrimidin-4-yl)pyrrolidin-3-yl)-1H-pyrazol-3-yl)methanol